FC1=CC=C(C=C1)C(C(=O)N1CCCC1)=O 1-p-fluorophenyl-2-(pyrrolidin-1-yl)ethane-1,2-dione